5-((trimethylsilyl)ethynyl)-[1,1'-biphenyl]-2-carbonitrile C[Si](C)(C)C#CC1=CC=C(C(=C1)C1=CC=CC=C1)C#N